ClC1=CC=C2C(=CC(=NC2=C1)C1=CC=C(C=C1)CO)CN1CCOCC1 (4-(7-chloro-4-(morpholinomethyl)quinolin-2-yl)phenyl)methanol